FC1=CC=C(C=C1)C1CCNC2=CC(=CC=C12)C 4-(4-fluorophenyl)-7-methyl-1,2,3,4-tetrahydroquinoline